COC(CCCCCCCC)=O Methyl-Nonanoat